C(C1=CC=CC=C1)OC(N[C@H]1COC2=C(C1)C=CC(=C2)N2CC1(C(C2)NC(=O)OC(C)(C)C)OCCCC1)=O N-[(3R)-7-[4-[(tert-Butoxycarbonyl)amino]-6-oxa-2-azaspiro[4.5]decan-2-yl]-3,4-dihydro-2H-1-benzopyran-3-yl]carbamic acid benzyl ester